4-(1-methyl-1H-indazol-5-yl)-3-(2-trityl-2H-tetrazol-5-yl)aniline CN1N=CC2=CC(=CC=C12)C1=C(C=C(N)C=C1)C=1N=NN(N1)C(C1=CC=CC=C1)(C1=CC=CC=C1)C1=CC=CC=C1